2-ethoxy-6-nitro-9-chloroacridine C(C)OC1=CC2=C(C3=CC=C(C=C3N=C2C=C1)[N+](=O)[O-])Cl